OC1[C@@H](N)[C@H](O)[C@H](O)[C@@H](O1)C L-fucosamine